NC1=C(C2=C(S1)CCC(CC2)(F)F)C(=O)C2=C(C=CC=C2F)F (2-amino-6,6-difluoro-5,6,7,8-tetrahydro-4H-cyclohepta[b]thiophen-3-yl)(2,6-difluorophenyl)methanone